(4-((2-Amino-4,6-dichlorophenoxy)methyl)benzoyl)alanine isopropyl ester C(C)(C)OC([C@@H](NC(C1=CC=C(C=C1)COC1=C(C=C(C=C1Cl)Cl)N)=O)C)=O